FC(C(C)(C)O)(F)C=1C(=C(C=CC1F)[C@@H](C)NC1=NN=C(C2=CC3=C(C=C12)N(C(C3(C)OC)=O)C)C)F 8-[[(1R)-1-[3-(1,1-difluoro-2-hydroxy-2-methyl-propyl)-2,4-difluoro-phenyl]ethyl]amino]-3-methoxy-1,3,5-trimethyl-pyrrolo[3,2-g]phthalazin-2-one